4-(2-fluoro-4-(6-methoxy-3,4-dihydro-naphthalen-1-yl)phenyl)piperazine-1-carboxylic acid tert-butyl ester C(C)(C)(C)OC(=O)N1CCN(CC1)C1=C(C=C(C=C1)C1=CCCC2=CC(=CC=C12)OC)F